1-[bis(2-hydroxyethyl)aminomethyl]-5-methyl-1H-benzotriazole OCCN(CCO)CN1N=NC2=C1C=CC(=C2)C